FC1(CN(CC[C@H]1NC1=NN2C(C(=N1)OC)=C(C(=C2)F)C=2C=CC1=C(N(C(=N1)C)CC(F)F)C2)S(=O)(=O)C)F (R)-N-(3,3-difluoro-1-(methylsulfonyl)piperidin-4-yl)-5-(1-(2,2-difluoroethyl)-2-methyl-1H-benzo[d]imidazol-6-yl)-6-fluoro-4-methoxypyrrolo[2,1-f][1,2,4]triazin-2-amine